FC=1C=C(C(=O)C2C3(N(CC2C2=CC(=C(C=C2)O)O)C)C(NC2=CC=CC=C23)=O)C=C(C1)F 3'-(3,5-difluorobenzoyl)-4'-(3,4-dihydroxyphenyl)-1'-methylspiro[indoline-3,2'-pyrrolidin]-2-one